CN(C(=O)C=1C=NN2C1CN(CC2)C(=O)C=2NC1=CC(=CC(=C1C2)F)F)C2(CC2)C2=CC=C(C(=O)O)C=C2 4-{1-[N-methyl-5-(4,6-difluoro-1H-indole-2-carbonyl)-4H,5H,6H,7H-pyrazolo[1,5-a]pyrazine-3-amido]cyclopropyl}benzoic acid